3-(tert-butoxycarbonyl)-2,2-dimethyloxazolidine-4-carboxylic acid C(C)(C)(C)OC(=O)N1C(OCC1C(=O)O)(C)C